2,5-diamino-3,4,6-trimethyl-pyridine NC1=NC(=C(C(=C1C)C)N)C